OCCN1C(CNC(C1)C)C N-hydroxyethyl-2,5-dimethylpiperazine